2-([1,1'-Biphenyl]-4-yl)-4-(3-chlorophenyl)-6-phenylpyrimidine C1(=CC=C(C=C1)C1=NC(=CC(=N1)C1=CC(=CC=C1)Cl)C1=CC=CC=C1)C1=CC=CC=C1